C(CCC)(=O)OCCCCCCCCCCCCCCCCCCCCCCCCCC hexacosyl butyrate